tert-Butyl N-[2-(1-oxo-1,2-dihydro-2,7-naphthyridin-2-yl)ethyl]carbamate O=C1N(C=CC2=CC=NC=C12)CCNC(OC(C)(C)C)=O